ClC1=C(C=C(C(=C1)Cl)OC)NC1=C(C=NC2=CC(=C(C=C12)OC)OCCCN1CCN(CC1)C)C#N 4-((2,4-dichloro-5-methoxyphenyl)-amino)-6-methoxy-7-(3-(4-methyl-1-piperazinyl)propoxy)-3-quinolinecarbonitrile